C(#N)[C@H](CC1=NC=CC=C1)NC([C@H](CC1CC1)N1C(=CC2=C(C=CC=C12)OC)C(=O)N)=O ((S)-2-[[(1S)-1-cyano-2-(2-pyridyl)ethyl]amino]-1-(cyclopropylmethyl)-2-oxo-ethyl)-4-methoxy-1H-indole-2-carboxamide